COC1=C(C(NC(=C1)C)=O)CNC(C1=C(C=CC=C1)C)=O N-((4-methoxy-6-methyl-2-oxo-1,2-dihydropyridin-3-yl)methyl)-2-methylbenzamide